3-(9H-carbazol-9-yl)-1-phenylpropan-2-en-1-one C1=CC=CC=2C3=CC=CC=C3N(C12)C=CC(=O)C1=CC=CC=C1